ClC1=C(C(=CC=C1)Cl)C1=CC=2N(N=C1OC1COCC1)C=NC(C2)=O (2,6-dichlorophenyl)-2-((tetrahydrofuran-3-yl)oxy)-6H-pyrimido[1,6-b]pyridazin-6-one